FC1=CC=CC=2C3CC[C@@]4(C(\C(\[C@H](C4C3CCC12)CCC(=O)NC1=NC=C(C(=O)N(C)C)C=C1)=C/O)=O)C 6-(3-((13S,15S,Z)-4-fluoro-16-(hydroxymethylene)-13-methyl-17-oxo-7,8,9,11,12,13,14,15,16,17-decahydro-6H-cyclopenta[a]phenanthren-15-yl)propanamido)-N,N-dimethylnicotinamide